1-benzyl adipate C(CCCCC(=O)[O-])(=O)OCC1=CC=CC=C1